3-(3-(3-cyclohexyl-2-oxoimidazolin-1-yl)piperidin-1-yl)-5-((4-(piperidin-4-yl)phenyl)amino)-1,2,4-triazine-6-carboxamide C1(CCCCC1)N1C(N(CC1)C1CN(CCC1)C=1N=NC(=C(N1)NC1=CC=C(C=C1)C1CCNCC1)C(=O)N)=O